tert-butyl 4-(2-chloro-4-(2-(2-ethoxy-1-((R)-6-fluoro-6,7-dihydro-5H-pyrrolo[1,2-c]imidazol-1-yl)-2-oxoethyl)-4-fluoro-2H-indazol-6-yl)phenyl)piperazine-1-carboxylate ClC1=C(C=CC(=C1)C=1C=C(C2=CN(N=C2C1)C(C(=O)OCC)C1=C2N(C=N1)C[C@@H](C2)F)F)N2CCN(CC2)C(=O)OC(C)(C)C